1-[4-(methylbenzothioyl)phenyl]-1,2-butanedione CC1=C(C(=S)C2=CC=C(C=C2)C(C(CC)=O)=O)C=CC=C1